gammaE-octadecanoic acid C(CCCCCCCCCCCCCCCCC)(=O)O